S(=O)(=O)(C1=CC=CC=2C(N(C)C)=CC=CC12)O dansylalcohol